C(C)C=1C=2N(C=C(N1)C)N=C(C2)C=2N=C1N(C(C2)=O)C=C(C=C1)N1CCN(CC1)C(C)C 2-(4-ethyl-6-methylpyrazolo[1,5-a]pyrazin-2-yl)-7-[4-(propan-2-yl)piperazin-1-yl]-4H-pyrido[1,2-a]pyrimidin-4-one